CC1(COC1)CN1CCC(CC1)C=1SC2=C(N1)NC=C2 2-(1-((3-methyloxetan-3-yl)methyl)piperidin-4-yl)-4H-pyrrolo[2,3-d]thiazole